FC1(C2CN(CC12)C1=CC=C(C(=N1)C=O)CN1N=CC(=C1)C(=O)OCC)F ethyl 1-[(6-{6,6-difluoro-3-azabicyclo[3.1.0]hex-3-yl}-2-formylpyridin-3-yl) methyl]-1H-pyrazole-4-carboxylate